6-(4-Fluoro-1-((3'-fluoro-4'-methoxy-[1,1'-biphenyl]-4-yl)methyl)-1H-indol-7-carboxamido)spiro[3.3]heptan FC1=C2C=CN(C2=C(C=C1)C(=O)NC1CC2(CCC2)C1)CC1=CC=C(C=C1)C1=CC(=C(C=C1)OC)F